Ethyl (S)-(Z)-3-((3-butyl-7-(dimethylamino)-3-ethyl-1,1-dioxido-5-phenyl-2,3,4,5-tetrahydro-1,5-benzothiazepin-8-yl)oxy)-2-fluoroacrylate C(CCC)[C@@]1(CS(C2=C(N(C1)C1=CC=CC=C1)C=C(C(=C2)O\C=C(\C(=O)OCC)/F)N(C)C)(=O)=O)CC